[O-2].[Mn+2].[Zn+2].[O-2] zinc-manganese oxide